4-[2-hydroxy-3-(2-isopropylphenylamino)propyl]-1,3-dihydroimidazole-2-thione OC(CC=1NC(NC1)=S)CNC1=C(C=CC=C1)C(C)C